2-(4-(4-(aminomethyl)-1-oxo-1,2-dihydrophthalazin-6-yl)-1-methyl-1H-pyrazol-5-yl)-4-chloro-6-methylbenzonitrile NCC1=NNC(C2=CC=C(C=C12)C=1C=NN(C1C1=C(C#N)C(=CC(=C1)Cl)C)C)=O